4-methyl-2-morpholinothiazol CC=1N=C(SC1)N1CCOCC1